FC=1C=C2C(=NNC2=CC1OCCOC)C1=CC(=NO1)C1=CC=C(C=C1)C(=O)N1[C@@H](CCC1)CS(=O)(=O)C 5-Fluoro-3-(3-{4-[(2S)-2-(methansulfonylmethyl)pyrrolidin-1-carbonyl]phenyl}-1,2-oxazol-5-yl)-6-(2-methoxyethoxy)-1H-indazol